NC1=NC=NN2C1=CC=C2C2=NN=NN2C([C@@H]([C@@H](COCC2=CC=CC=C2)O)OCC2=CC=CC=C2)OCC2=CC=CC=C2 (2R,3R,4R)-5-(4-Aminopyrrolo[2,1-f][1,2,4]triazin-7-yl)-1-[1,2,4-tris(benzyloxy)-3-hydroxybutyl]-1H-tetrazole